NC(=O)C1CN(CCC1)C1=NC(=NC(=C1)N1CCN(CC1)C)NC=1SC(=C(N1)C)C(=O)OCC 2-[[4-[3-(aminocarbonyl)-1-piperidinyl]-6-(4-methyl-1-piperazinyl)-2-pyrimidinyl]amino]-4-methyl-5-thiazolecarboxylic acid, ethyl ester